N-(4-(4-amino-7-isopropylimidazo[5,1-f][1,2,4]triazin-5-yl)benzyl)-4-methoxynicotinamide NC1=NC=NN2C1=C(N=C2C(C)C)C2=CC=C(CNC(C1=CN=CC=C1OC)=O)C=C2